FC=1C=C(C#N)C=CC1N1CC(N(C2(CCN(C2)C(=O)C2COC2)C1=O)CC1=CC=C(C=C1)C(F)(F)F)=O 3-fluoro-4-(2-(oxetane-3-carbonyl)-7,10-dioxo-6-(4-(trifluoromethyl)benzyl)-2,6,9-triazaspiro[4.5]decan-9-yl)benzonitrile